2-amino-4-bromo-5-hydroxy-N-(2,2,2-trifluoroethyl)benzamide NC1=C(C(=O)NCC(F)(F)F)C=C(C(=C1)Br)O